N-(4-{[6-(5-chloro-2-fluorophenyl)-3-(1-methyl-1,2,5,6-tetrahydropyridin-3-yl)pyridazin-4-yl]amino}pyridin-2-yl)-3-(4-methylpiperazin-1-yl)propanamide ClC=1C=CC(=C(C1)C1=CC(=C(N=N1)C=1CN(CCC1)C)NC1=CC(=NC=C1)NC(CCN1CCN(CC1)C)=O)F